2-(3-(2-cyano-2-(6-(trifluoromethyl)-1H-benzo[d]imidazol-2-yl)vinyl)-2,5-dimethyl-1H-pyrrol-1-yl)-4,5-dimethylfuran-3-carbonitrile C(#N)C(=CC1=C(N(C(=C1)C)C=1OC(=C(C1C#N)C)C)C)C1=NC2=C(N1)C=C(C=C2)C(F)(F)F